BrC=1C=C2C=CC(=NC2=CC1F)O 6-bromo-7-fluoroquinolin-2-ol